C(=O)(O)CCOC(C=C)=O acrylic acid-beta-carboxyethyl ester